Di(phenyl)[(phenyl)(biphenylyl)indolocarbazolyl]triazine C1(=CC=CC=C1)C1=C(C(=NN=N1)C1=C2C(=CC(=C1C1=C(C=CC=C1)C1=CC=CC=C1)C1=CC=CC=C1)N=C1C=CC3=C4C=CC=CC4=NC3=C12)C1=CC=CC=C1